[Cr].[Mg].[Fe] iron magnesium chromium